4-Methyl-1,5-diphenyl-1H-pyrazole-3-carbaldehyde CC=1C(=NN(C1C1=CC=CC=C1)C1=CC=CC=C1)C=O